pyrazinyl-guanidine N1=C(C=NC=C1)NC(=N)N